[Cl-].[Cl-].[Zr+2].C[Si](C=1CC2=CC=CC=C2C1)(C1=CC=CC=2C3=CC=CC=C3CC12)C.C[Si](C=1CC2=CC=CC=C2C1)(C1=CC=CC=2C3=CC=CC=C3CC12)C bis(dimethyl-(9H-fluorenyl)-(2-indenyl)silane) zirconium dichloride